C(CCCCC)C(C(=O)OCCCCCC(CCCCCOC(CN(C)C(C(CCCCCCCC)CCCCCC)=O)=O)N(C)CCCN(C)C)CCCCCCCC 6-((3-(Dimethylamino)propyl)(methyl)amino)-11-((N-(2-hexyldecanoyl)-N-methylglycyl)oxy)undecyl 2-hexyldecanoate